C1(CCCC1)NC1=CC=C(C=C1)[C@@H]1N(CCC[C@H]1C(=O)NC1=CC(=C(C=C1)C)C(F)(F)F)C1=NC=NC=C1 (2R,3R)-2-(4-(cyclopentylamino)phenyl)-N-(4-methyl-3-(trifluoromethyl)phenyl)-1-(pyrimidin-4-yl)piperidine-3-carboxamide